1-{[(2S,4S)-4-hydroxy-5-oxo-4-(2,2,2-trifluoroethyl)pyrrolidin-2-yl]methoxy}-7-(propan-2-yloxy)isoquinoline-6-carboxamide O[C@@]1(C[C@H](NC1=O)COC1=NC=CC2=CC(=C(C=C12)OC(C)C)C(=O)N)CC(F)(F)F